COC(CN1CCC(CC1)C1=CC=C(NC2C(NC(CC2)=O)=O)C=C1)OC 3-[4-[1-(2,2-dimethoxyethyl)-4-piperidyl]anilino]piperidine-2,6-dione